2-(3-(4-oxo-6-(trifluoromethyl)-1,4-dihydroquinazolin-2-yl)propyl)isoindoline-1,3-dione O=C1N=C(NC2=CC=C(C=C12)C(F)(F)F)CCCN1C(C2=CC=CC=C2C1=O)=O